3-Aminopropylmethacrylat NCCCOC(C(=C)C)=O